linoleic acid butyl ester (gondoyl linoleate) C(CCCCCCCCC\C=C/CCCCCCCC)C(C(=O)O)CCCCCC\C=C/C\C=C/CCCCC.C(CCC)OC(CCCCCCC\C=C/C\C=C/CCCCC)=O